C(C)(=O)OOC1=NN(C(=N1)C1=C(C(=C(C=C1)Br)C)F)C1=C(C=C(C=C1)Cl)F Methyl-{[1-(4-chloro-2-fluorophenyl)-5-(4-bromo-2-fluorophenyl)-1H-1,2,4-triazol-3-yl]oxy} acetat